FC1=CC=C(C=C1)CCCC(C(C)C=1C=C(C=2C3=C(C(OC2C1)(C)C)CCC(C3)C)O)C 3-[6-(4-Fluorophenyl)-3-methylhexan-2-yl]-6,6,9-trimethyl-7,8,9,10-tetrahydrobenzo[c]chromen-1-ol